C(C)(C)(C)C1N2C(C3=CC(=C(C=C3C1)C1=CN=C(S1)N1CCC(CC1)(C)O)OC)=CC(C(=C2)C(=O)OCC)=O Ethyl 6-tert-butyl-9-[2-(4-hydroxy-4-methylpiperidin-1-yl) thiazol-5-yl]-10-methoxy-2-oxo-6,7-dihydro-2H-pyrido[2,1-a]isoquinoline-3-carboxylate